3-(3-methyl-2-oxo-5-(1'-(piperidin-4-ylmethyl)-[4,4'-bipiperidin]-1-yl)-2,3-dihydro-1H-benzo[d]imidazol-1-yl)piperidine-2,6-dione trifluoroacetate FC(C(=O)O)(F)F.CN1C(N(C2=C1C=C(C=C2)N2CCC(CC2)C2CCN(CC2)CC2CCNCC2)C2C(NC(CC2)=O)=O)=O